ClC1=C(C=C2C=C(N=CC2=C1)NC(=O)[C@H]1[C@@H]([C@H]1C1=NC=CC=C1)CC)C1CCN(CC1)[C@]1(COC[C@H]1O)C (1S,2R,3R)-N-(7-chloro-6-(1-((3S,4S)-4-hydroxy-3-methyltetrahydrofuran-3-yl)piperidin-4-yl)isoquinolin-3-yl)-2-ethyl-3-(pyridin-2-yl)cyclopropane-1-carboxamide